6-(hydroxymethyl)-5-((1S,2R)-2-isopropylcyclopropyl)pyridine OCC1=C(C=CC=N1)[C@@H]1[C@H](C1)C(C)C